(3-methoxyphenyl)(methyl)phosphinic acid ethyl ester C(C)OP(=O)(C)C1=CC(=CC=C1)OC